5-(2-(dimethylamino)benzoyl)amino-3-(1-azabicyclo[5.4.0]undec-3-en-4-yl)-benzothiophene CN(C1=C(C(=O)NC=2C=CC3=C(C(=CS3)C3=CCN4CCCCC4CC3)C2)C=CC=C1)C